CN1CCS(C2=C(C1=O)SC(=C2)C2=NC(=NC=C2C(F)(F)F)NC=2C=C1CNCC1=CC2C)(=O)=O 4-methyl-7-(2-((6-methylisoindolin-5-yl)amino)-5-(trifluoromethyl)pyrimidin-4-yl)-3,4-dihydrothieno[2,3-f][1,4]thiazepin-5(2H)-one 1,1-dioxide